C(#N)C1(CC1)NS(=O)(=O)C=1C=C2C(=NC(=NC2=C(C1)N1C[C@H](N[C@@H](C1)C)COC)C)C=1SC(=NN1)C(F)F N-(1-cyanocyclopropyl)-4-(5-(difluoromethyl)-1,3,4-thiadiazol-2-yl)-8-((3S,5R)-3-(methoxymethyl)-5-methylpiperazin-1-yl)-2-methylquinazoline-6-sulfonamide